3-(6-methoxypyridin-3-yl)-3-(6-(2-(5,6,7,8-tetrahydro-1,8-naphthyridin-2-yl)ethyl)spiro[3.3]hept-2-yl)propionic acid COC1=CC=C(C=N1)C(CC(=O)O)C1CC2(C1)CC(C2)CCC2=NC=1NCCCC1C=C2